C(C)(C)(C)OC(=O)N1CC(C[C@@H](C1)NC1=NC=CC(=N1)C1=C(N=C(S1)C)Cl)(F)F.C(C1CO1)N(CC1CO1)CC1CC(CCC1)CN(CC1CO1)CC1CO1 1,3-bis(diglycidylaminomethyl)cyclohexane tert-butyl-(5S)-5-[[4-(4-chloro-2-methyl-thiazol-5-yl)pyrimidin-2-yl]amino]-3,3-difluoro-piperidine-1-carboxylate